6-(dimethoxy(phenyl)silyl)hexan-2-one CO[Si](CCCCC(C)=O)(C1=CC=CC=C1)OC